ClC=1C=C(C=CC1NC1C(NC(CC1)=O)=O)N1CCC(CC1)CN1CCN(CC1)C1CC(C1)NC(OC(C)(C)C)=O tert-butyl N-[3-[4-[[1-[3-chloro-4-[(2,6-dioxo-3-piperidyl)amino]phenyl]-4-piperidyl] methyl]piperazin-1-yl]cyclobutyl]carbamate